CC1=C(C=CC=C1C)N1N=C(C=2C=NC=3C=CC(=CC3C21)C)C2=CC(=C(C=C2)O)OC 4-[1-(2,3-dimethylphenyl)-8-methyl-1H-pyrazolo[4,3-c]quinolin-3-yl]-2-methoxyphenol